The molecule is a tricyclic diterpenoid that is an intermediate in the biosynthesis of marrubiin by the medicinal plant Marrubium vulgare. It has a role as a plant metabolite. It is a labdane diterpenoid, a tricyclic diterpenoid and an oxaspiro compound. C[C@@H]1CC[C@@H]2[C@@]([C@@]13CC[C@](O3)(C)C=C)(CCCC2(C)C)C